2,3-diisopropyl-succinic acid diisobutyl ester C(C(C)C)OC(C(C(C(=O)OCC(C)C)C(C)C)C(C)C)=O